[2-(2,6-dioxopiperidin-3-yl)-4-(oxepan-4-yloxy)-3-oxo-2,3-dihydro-1H-isoindol-5-yl]methyl N-[4-(3,4-difluorophenoxy) phenyl]carbamate FC=1C=C(OC2=CC=C(C=C2)NC(OCC=2C(=C3C(N(CC3=CC2)C2C(NC(CC2)=O)=O)=O)OC2CCOCCC2)=O)C=CC1F